C(=CCCC)C1=CC=C(CI)C=C1 4-pentenyl-benzyl iodide